S(=O)(=O)(O)C1(C(=O)N(C(C1)=O)O)C(C1=CC(=CC=C1)N1C(C=CC1=O)=O)=O sulfo-m-maleimidobenzoyl-N-hydroxysuccinimide